FC(CN1N=C(C=2C1=NC(=CN2)N2CC1(CN(C1)C1=CC(=NC=C1)C(F)(F)F)CC2)C=C)F 1-(2,2-difluoroethyl)-6-(2-(2-(trifluoromethyl)pyridin-4-yl)-2,6-diazaspiro[3.4]octan-6-yl)-3-vinyl-1H-pyrazolo[3,4-b]pyrazine